(4R)-4-[(1R,3aS,3bS,7S,9aR,9bS,11aR)-7-hydroxy-9a,11a-dimethyl-1H,2H,3H,3aH,3bH,4H,6H,7H,8H,9H,9aH,9bH,10H,11H,11aH-cyclopenta[a]phenanthren-1-yl]-N-(pyridin-4-yl)pentanamide O[C@H]1CC[C@@]2([C@H]3CC[C@]4([C@H]([C@@H]3CC=C2C1)CC[C@@H]4[C@@H](CCC(=O)NC4=CC=NC=C4)C)C)C